D-alpha-methyl-leucine C[C@](N)(CC(C)C)C(=O)O